CC=1OC(=CC1C(=O)NC1=NC(=NS1)CC(C)=O)C1=CC(=CC=C1)C(F)(F)F 2-Methyl-5-(3-(trifluoromethyl)phenyl)-N-(3-(2-oxopropyl)-1,2,4-thiadiazol-5-yl)furan-3-Formamide